C(C)(C)(C)OC(=O)N[C@@H](C(=O)OC)CC1=CC(=C(C=C1)[N+](=O)[O-])F methyl (2R)-2-(tert-butoxycarbonylamino)-3-(3-fluoro-4-nitro-phenyl)propanoate